FC=1C=C(C=CC1C(COC)(C)C)NC(C(C1=CC=C(C=C1)COC)NC(=O)C1=CC(=NO1)O)=O N-(2-((3-fluoro-4-(1-methoxy-2-methylpropan-2-yl)phenyl)amino)-1-(4-(methoxymethyl)phenyl)-2-oxoethyl)-3-hydroxy-1,2-oxazole-5-carboxamide